C(=CCC)P(O)(=O)CCC1=CC=CC=C1 butenyl-phenethyl-phosphinic acid